(1-(6-(6-(Difluoromethyl)imidazo[1,2-b]pyridazin-3-yl)pyrimidin-4-yl)-4,4-difluoro-5-methylpiperidin-3-yl)methanol FC(C=1C=CC=2N(N1)C(=CN2)C2=CC(=NC=N2)N2CC(C(C(C2)C)(F)F)CO)F